tert-butyl (S)-4,4-difluoro-2-(hydroxymethyl)-pyrrolidine-1-carboxylate FC1(C[C@H](N(C1)C(=O)OC(C)(C)C)CO)F